OCC(C(=O)O)(NCC1=CC(=C(C=C1)C(F)(F)F)C=CC1=C(C(=CC=C1)C1=NC=CC=C1)C)C 3-hydroxy-2-methyl-2-(3-(2-methyl-3-(pyridin-2-yl)-styryl)-4-(trifluoromethyl)benzylamino)-propionic acid